3,3'-(sulfonylbis(6-fluoro-3,1-phenylene))bisquinoline S(=O)(=O)(C=1C=C(C(=CC1)F)C=1C=NC2=CC=CC=C2C1)C=1C=C(C(=CC1)F)C=1C=NC2=CC=CC=C2C1